ClC=1C(=NC=CC1C=1C(=C(C=CC1)NC(C1=NC=C(C=C1)CNC)=O)C)C1=CC(=C(C=C1)CNC[C@@H]1NC(CC1)=O)OC (R)-N-(3-(3-chloro-2-(3-methoxy-4-((((5-oxopyrrolidin-2-yl)methyl)amino)methyl)phenyl)pyridin-4-yl)-2-methylphenyl)-5-((methylamino)methyl)picolinamide